N1(N=CN=C1)C1=CC=C(C=C1)OS(=O)(=O)C(F)(F)F Trifluoromethanesulfonic acid [4-(1,2,4-triazol-1-yl) phenyl] ester